ethyl 7-bromo-5,6,8-trifluoro-1-(4-methoxybenzyl)-2,4-dioxo-1,2,3,4-tetrahydroquinoline-3-carboxylate BrC1=C(C(=C2C(C(C(N(C2=C1F)CC1=CC=C(C=C1)OC)=O)C(=O)OCC)=O)F)F